tert-Butyl (2S,3aS,7aS)-2-(hydroxymethyl)octahydro-1H-indole-1-carboxylate OC[C@H]1N([C@H]2CCCC[C@H]2C1)C(=O)OC(C)(C)C